COC1CCN(CC1)C(=O)N(C)C(C)C1=CC=C(C=C1)NC(OCC1=CC=C(C=C1)Cl)=O 4-chlorobenzyl (4-(1-(4-methoxy-N-methylpiperidine-1-carboxamido)ethyl)phenyl)carbamate